[N+](=O)([O-])C1=CC=C(C=C1)OC([C@@H](N(C(=O)OC(C)(C)C)C(=O)OCC1=CC=CC=C1)CCCCN)=O ((benzyloxy)carbonyl)-N-e-(tert-butoxycarbonyl)-L-lysine 4-nitrophenyl ester